C1(CCCC1)\N=C\1/SC2=C(CN1C1=C(C(=CC(=C1Cl)OC)OC)Cl)C=NC(=C2)N[C@H]2[C@H](COC2)NC(C=C)=O N-((3R,4S)-4-(((Z)-2-(cyclopentylimino)-3-(2,6-dichloro-3,5-dimethoxyphenyl)-3,4-dihydro-2H-pyrido[3,4-e][1,3]thiazin-7-yl)amino)tetrahydrofuran-3-yl)acrylamide